ClCC(=O)N1CCN(CC1)C=1C2=C(N=C(N1)CC)SC1=C2CCCC1 2-chloro-1-(4-(2-ethyl-5,6,7,8-tetrahydrobenzo[4,5]thieno[2,3-d]pyrimidin-4-yl)piperazin-1-yl)ethan-1-one